Racemic-6-aminospiro[3.3]heptan-2-ol NC1CC2(CC(C2)O)C1